1-(8-Amino-7-fluoro-6-(8-methyl-2,3-dihydro-1H-pyrido[2,3-b][1,4]oxazin-7-yl)isoquinolin-3-yl)-3-(3-cyanocyclopentyl)urea NC=1C(=C(C=C2C=C(N=CC12)NC(=O)NC1CC(CC1)C#N)C1=C(C2=C(OCCN2)N=C1)C)F